N-((S)-(7-(((1R,7S)-8,8-difluoro-4-oxo-3,5-diazabicyclo[5.1.0]octan-3-yl)methyl)imidazo[1,2-b]pyridazin-2-yl)(4,4-difluorocyclohexyl)methyl)-4-methyl-1,2,5-oxadiazole-3-carboxamide FC1([C@@H]2CNC(N(C[C@H]12)CC1=CC=2N(N=C1)C=C(N2)[C@@H](NC(=O)C2=NON=C2C)C2CCC(CC2)(F)F)=O)F